NC=1C(C=C(N(C1)C)Cl)=O 5-amino-2-chloro-1-methylpyridin-4(1H)-one